N1C=CC2=CC=C(C=C12)NC1=CC(=CC(=N1)C#N)NC=1C=NC(=CC1)OC 6-[(1H-indol-6-yl)amino]-4-[(6-methoxypyridin-3-yl)amino]pyridine-2-carbonitrile